3,5-bis(trifluoromethyl)benzenehydroxamic acid FC(C=1C=C(C=C(C1)C(F)(F)F)C(=O)NO)(F)F